cyclobutyl(4-(2-methyl-2H-pyrazolo[3,4-b]pyridin-5-yl)-6-(1-methyl-1H-pyrazol-5-yl)thieno[2,3-b]pyridin-2-yl)methanol C1(CCC1)C(O)C1=CC=2C(=NC(=CC2C2=CC=3C(N=C2)=NN(C3)C)C3=CC=NN3C)S1